C(C)(C)N(C(C)C)P(OCC1=CC=CC=C1)(OCC1=CC=CC=C1)[O-] dibenzyl N,N-diisopropylaminophosphite